C(C1=CC=CC=C1)OC(=O)NCCCCCC(=O)O 6-{[(benzyloxy)carbonyl]Amino}hexanoic acid